(trimethylsilyl)methyl (R)-5,7-difluoro-1-(1,1,1-trifluorobutan-2-yl)-1,2,3,4-tetrahydroquinoline-6-carboxylate FC1=C2CCCN(C2=CC(=C1C(=O)OC[Si](C)(C)C)F)[C@@H](C(F)(F)F)CC